FC(=C(C(C(C(F)(F)F)(F)F)(F)F)C(F)(F)F)F 1,1,3,3,4,4,5,5,5-nonafluoro-2-(trifluoromethyl)pent-1-ene